4-bromo-2,6-difluoro-N,N-bis[(4-methoxyphenyl)methyl]benzenesulfonamide BrC1=CC(=C(C(=C1)F)S(=O)(=O)N(CC1=CC=C(C=C1)OC)CC1=CC=C(C=C1)OC)F